alpha-ethyl phenylacrylate C1(=CC=CC=C1)C(C(=O)OCC)=C